C(C=CCC)=O n-pentenaldehyde